3-(3-isopropoxypyridin-2-yl)-N-(4-(pyrrolidin-1-yl)pyridin-2-yl)-1,2,4-thiadiazol-5-amine C(C)(C)OC=1C(=NC=CC1)C1=NSC(=N1)NC1=NC=CC(=C1)N1CCCC1